N-(5-bromo-6-(2-(dimethylamino)ethoxy)pyridin-2-yl)-6-(2-cyclopropyl-4-(5-methyl-1,2,4-oxadiazol-3-yl)phenyl)nicotinamide BrC=1C=CC(=NC1OCCN(C)C)NC(C1=CN=C(C=C1)C1=C(C=C(C=C1)C1=NOC(=N1)C)C1CC1)=O